(3,6-dihydro-2H-pyran-4-yl)-2-phenyl-4(s)-(m-tolyl)-1H-imidazole O1CCC(=CC1)N1C(=NC(=C1)C=1C=C(C=CC1)C)C1=CC=CC=C1